propan-2-yldihydrogenphosphat CC(C)OP(=O)(O)O